BrCCC1=CC=C(C=C1)C 2-bromo-1-(p-tolyl)ethane